trans-tert-butyl-((1r,4r)-4-((4-(3,4-dichloro-phenyl)but-3-yn-2-yl)carbamoyl) cyclohexyl) carbamate C(N)(OC1(CCC(CC1)C(NC(C)C#CC1=CC(=C(C=C1)Cl)Cl)=O)C(C)(C)C)=O